ClC1=C(C=CC=C1C1=NN(C=C1)CC)SC1=CN=C(N=N1)N1CCC2([C@@H]([C@@H](OC2)C)N)CC1 (3S,4S)-8-(6-((2-chloro-3-(1-ethyl-1H-pyrazole-3-yl)phenyl)mercapto)-1,2,4-triazine-3-yl)-3-methyl-2-oxa-8-azaspiro[4.5]decane-4-amine